O1CCC(=CC1)C1=CC=C2C(=CN(C2=C1)C)C(=O)O 6-(3,6-dihydro-2H-pyran-4-yl)-1-methyl-indole-3-carboxylic acid